FC1=C(C=CC=C1OC(F)(F)F)NC(OC1=CC=CC=C1)=O phenyl (2-fluoro-3-(trifluoromethoxy)phenyl)carbamate